S(C)(=O)(=O)[O-] mesylat